(S)-11-(1-cyclopropyl-3-(hydroxymethyl)-1H-pyrazol-4-yl)-4-ethyl-8-fluoro-4-hydroxy-1,12-dihydro-14H-pyrano[3',4':6,7]indolizino[2,1-b]quinoline-3,6,14(4H,11H)-trione C1(CC1)N1N=C(C(=C1)N1C2=C(C(C3=CC(=CC=C13)F)=O)C1=CC3=C(C(N1C2)=O)COC([C@]3(O)CC)=O)CO